C(C)(C)(C)OC(=O)N1CC2=NC=C(C=C2C1)C(=O)O 6-tert-butoxycarbonyl-5,7-dihydropyrrolo[3,4-b]pyridine-3-carboxylic acid